(R)-2-(6-(4-(2-(trifluoromethoxy)phenyl)piperidin-1-yl)-2-azaspiro[3.4]octan-2-yl)oxazole FC(OC1=C(C=CC=C1)C1CCN(CC1)[C@H]1CC2(CN(C2)C=2OC=CN2)CC1)(F)F